COC=1C=C(C=CC1C(=O)O)C1=CC=C(C=C1)NC([C@@H]1N(CCC1)C(NC1=CC=C(C=C1)C(F)(F)F)=O)=O 3-methoxy-4'-[(1-{[4-(trifluoromethyl)phenyl]carbamoyl}-D-prolyl)amino][1,1'-biphenyl]-4-carboxylic acid